1-(2,4,5-trifluorobenzyl)-6-(6-chloro-2-methyl-2H-indazol-5-ylamino)-3-((2-oxopyrrolidin-3-yl)methyl)pyrimidine-2,4(1H,3H)-dione FC1=C(CN2C(N(C(C=C2NC2=CC3=CN(N=C3C=C2Cl)C)=O)CC2C(NCC2)=O)=O)C=C(C(=C1)F)F